FC(C(C(C(Cl)(F)F)(Cl)F)(Cl)F)(Cl)F hexafluoro-1,2,3,4-tetrachloro-butane